C(C)OC(CCNC(=O)C=1C=C2C=NN(C2=CC1)C(CCC)C1=CC=C(C=C1)C1=CC=C(C=C1)OC(F)(F)F)=O 3-(1-(1-(4'-(trifluoromethoxy)-[1,1'-biphenyl]-4-yl)butyl)-1H-indazole-5-carboxamido)propionic acid ethyl ester